NC(CO)(CO)C1CC2=CC=C(C=C2CC1)CCCCCCCC 2-amino-2-(6-octyl-1,2,3,4-tetrahydronaphthalen-2-yl)propane-1,3-diol